1-ethyl-9,10-bis(methoxycarbonyloxy)anthracene C(C)C1=CC=CC2=C(C3=CC=CC=C3C(=C12)OC(=O)OC)OC(=O)OC